C(C(C)(C)C)C1=CC=C2CCC(NC2=C1)=O 7-Neopentyl-3,4-dihydroquinolin-2(1H)-one